C1(=CC=C(C2=CC=CC=C12)C(=O)O)C(=O)O.CN1C(=NC=C1)CCCC=1N(C=CN1)C 1,3-di(N-methylimidazolyl)propane 1,4-naphthalenedicarboxylic acid salt